N-Acetyloxy-1-(4-(4-(2-hydroxyethoxy)phenylthio)phenyl)propan-1-one-2-imine C(C)(=O)ON=C(C(=O)C1=CC=C(C=C1)SC1=CC=C(C=C1)OCCO)C